(R)-5-[1-(2-Difluoromethyl-6-fluoro-phenyl)-piperidin-4-yl]-2,4-dimethyl-7-(2-trifluoromethyl-benzyl)-2,4,5,7-tetrahydro-pyrazolo[3,4-d]pyrimidin-6-on FC(C1=C(C(=CC=C1)F)N1CCC(CC1)N1C(N(C=2C([C@H]1C)=CN(N2)C)CC2=C(C=CC=C2)C(F)(F)F)=O)F